NC=1C2=C(N=CN1)N(C=C2C2=CC=C(C=1N2C=CN1)NC(=O)NC1=CC(=NO1)C1(CCC1)C)C1CC1 1-(5-(4-amino-7-cyclopropyl-7H-pyrrolo[2,3-d]pyrimidin-5-yl)imidazo[1,2-a]pyridin-8-yl)-3-(3-(1-methylcyclobutyl)-isoxazol-5-yl)urea